O1CCN(CC1)CCCCCSC=1C=C2CN(C(C2=CC1)=O)C1C(NC(CC1)=O)=O 3-(5-((5-morpholinopentyl)thio)-1-oxoisoindolin-2-yl)piperidine-2,6-dione